ClC=1C=C(C=CC1F)NC(=O)C=1N(C=C2C1CCC2NC(=O)C2CC2)C N-(3-Chloro-4-fluorophenyl)-4-(cyclopropanecarboxamido)-2-methyl-2,4,5,6-tetrahydrocyclopenta[c]pyrrole-1-carboxamide